CC(=CCC1=C2C(=C(C=C1O)O)OC3=C(C2=O)C(=C(C(=C3)O)CC=C(C)C)O)C The molecule is a member of the class of xanthones that is 9H-xanthen-9-one substituted by hydroxy groups at positions 1, 3, 5 and 7 and two isoprenyl groups at positions 2 and 8 respectively. It is isolated from Cratoxylum Sumatranum and exhibits cytotoxicity towards the KB (human oral epidermoid) cancer cell line. It has a role as a metabolite and an antineoplastic agent. It is a polyphenol and a member of xanthones.